[6-(3-cyclopropyl-1,2,4-triazol-1-yl)-2-azaspiro[3.3]heptan-2-yl]-[6-[[4-(trifluoromethyl)isothiazol-5-yl]methyl]-2,6-diazaspiro[3.3]heptan-2-yl]methanone C1(CC1)C1=NN(C=N1)C1CC2(CN(C2)C(=O)N2CC3(C2)CN(C3)CC3=C(C=NS3)C(F)(F)F)C1